N[C@@H](CCCC)C(=O)OC methyl L-norleucinate